4,5,6,7-tetrahydro-1-(4-methoxyphenyl)-7-oxo-6-[4-(2-oxo-1-piperidinyl)phenyl]-1H-pyrazolo[3,4-c]pyridine-3-carboxylic acid ethyl ester C(C)OC(=O)C1=NN(C=2C(N(CCC21)C2=CC=C(C=C2)N2C(CCCC2)=O)=O)C2=CC=C(C=C2)OC